CCC(CC)C(COC)(COC)C1CCCCC1 2-(3-pentyl)-2-cyclohexyl-1,3-dimethoxypropane